C12(CC3CC(CC(C1)C3)C2)CN2N=CC=C2C 1-(adamantan-1-ylmethyl)-5-methyl-1H-pyrazole